OC1=C(C=CC(=C1)OC1OCCCC1)C(C=CC1=CC(=C(C=C1)OC)OC1OCCCC1)=O 1-[2-Hydroxy-4-(oxan-2-yloxy)phenyl]-3-[4-methoxy-3-(oxan-2-yloxy)phenyl]prop-2-en-1-one